COCC1(CCC(CC1)C=1C(=NN2C1CN(CC2)C(=O)C2C(CC2)(F)F)CN(CCNC)C)COC (3-(4,4-bis(methoxymethyl)-cyclohexyl)-2-((methyl(2-(methylamino)ethyl)amino)-methyl)-6,7-dihydropyrazolo-[1,5-a]pyrazin-5(4H)-yl)(2,2-difluorocyclobutyl)-methanone